cis-2-dodecene-1,1-dicarboxylic acid C(\C=C/CCCCCCCCC)(C(=O)O)C(=O)O